sodium lactate hydrochloride Cl.C(C(O)C)(=O)[O-].[Na+]